4-(2-bromo-4-(2-((2-chloro-4-(trifluoromethyl)phenyl)amino)-2-oxoethyl)-5-methyl-7-oxo-4,7-dihydro-[1,2,4]triazolo[1,5-a]pyrimidin-6-yl)piperazine-1-carboxylic acid tert-butyl ester C(C)(C)(C)OC(=O)N1CCN(CC1)C1=C(N(C=2N(C1=O)N=C(N2)Br)CC(=O)NC2=C(C=C(C=C2)C(F)(F)F)Cl)C